2-amino-α-D-glucose N[C@@]1([C@@H](O)O[C@@H]([C@H]([C@@H]1O)O)CO)O